F[C@H]1C[C@H](C1)C(=O)N1[C@H]([C@]2(CCOC(N2)=O)CCC1)CO[C@@H]1CC[C@@H](CC1)C1=CC=CC=C1 (6R,7R)-8-[(CIS)-3-fluorocyclobutanecarbonyl]-7-({[(CIS)-4-phenylcyclohexyl]oxy}methyl)-3-oxa-1,8-diazaspiro[5.5]undecan-2-one